FC(C1(CC1)C1=CC=C(C=N1)C(=O)OC)(F)F Methyl 6-[1-(trifluoromethyl)cyclopropyl]pyridine-3-carboxylate